CC1=C(C(=C(C2=CC=CC=C12)C)C)C 1,2,3,4-tetramethylnaphthalene